3-(3,5-difluorophenoxy)azetidine (+)-tartrate C(=O)(O)C(O)C(O)C(=O)O.FC=1C=C(OC2CNC2)C=C(C1)F